BrCCCCCOC=1C=C2C(N(C(C2=CC1)=O)C1C(NC(CC1)=O)=O)=O 5-(5-Bromopentyloxy)-2-(2,6-dioxo-3-piperidyl)isoindoline-1,3-dione